(R)-2-(2-benzyloxy-5-fluorophenyl)-1-((S)-tert-butylsulfinyl)tetrahydropyrrole C(C1=CC=CC=C1)OC1=C(C=C(C=C1)F)[C@@H]1N(CCC1)[S@@](=O)C(C)(C)C